vinyl-8-oxo-5-thia-1-azabicyclo[4.2.0]oct-2-ene C(=C)C=1N2C(CC2SCC1)=O